2-(3-methyl-4-(4-methylpiperazin-1-yl)phenyl)-5-tosyl-5H-pyrrolo[2,3-b]Pyrazine CC=1C=C(C=CC1N1CCN(CC1)C)C=1N=C2C(=NC1)N(C=C2)S(=O)(=O)C2=CC=C(C)C=C2